C(CCC)(=O)N(S(=O)(=O)C1=CC=C(C=C1)Cl)C(CCC)=O N,N-dibutyryl-4-chlorobenzenesulfonamide